CC1=NC(=CC(=N1)NC1=NC=C(C(=O)NOCC)C(=C1)NC1=C(C=C(C=C1)N1CCCCC1)N(S(=O)(=O)C)C)C 6-((2,6-dimethyl-pyrimidin-4-yl)amino)-N-ethoxy-4-((2-(N-methyl-methanesulfonamido)-4-(piperidin-1-yl)-phenyl)amino)nicotinamide